NC1=C2C(=NC=N1)NN=C2C(=O)NC=2OC1=C(N2)C(=CC=C1)C 4-amino-N-(4-methylbenzo[d]oxazol-2-yl)-1H-pyrazolo[3,4-d]pyrimidine-3-carboxamide